1,1-dimethylethyl-1-[4-[4-[5R-(2,6-difluorophenyl)-4,5-dihydro-3-isoxazolyl]-2-thiazolyl]-1-piperidinyl]-2-[5-methyl-3-(trifluoromethyl)-1H-pyrazol-1-yl]ethanone CC(C)(C)C(C(=O)N1CCC(CC1)C=1SC=C(N1)C1=NO[C@H](C1)C1=C(C=CC=C1F)F)N1N=C(C=C1C)C(F)(F)F